(Z)-2-[[4-(2-cyclopropyltetrazol-5-yl)phenoxy]methyl]-3-fluoro-prop-2-en-1-amine hydrochloride Cl.C1(CC1)N1N=C(N=N1)C1=CC=C(OC\C(\CN)=C/F)C=C1